4-(4-amino-5-(4-amino-2-fluorophenyl)pyrrolo[2,1-f][1,2,4]triazin-7-yl)piperidine-1-carboxylic acid tert-butyl ester C(C)(C)(C)OC(=O)N1CCC(CC1)C1=CC(=C2C(=NC=NN21)N)C2=C(C=C(C=C2)N)F